C(C)(C)C1=CC=C(C=C1)C(C)=O 4'-isopropyl-acetophenone